N-[1,1'-biphenyl]-4-yl-[1,1':4',1''-terphenyl]-4-amine C1(=CC=C(C=C1)NC1=CC=C(C=C1)C1=CC=C(C=C1)C1=CC=CC=C1)C1=CC=CC=C1